CC1=CC=C(C=C1)S(=O)(=O)OCCOCCOCCN1N=C(C(=C1)NC1=C2N=CN(C2=NC(=N1)N1C[C@H]([C@@H](C1)F)NC(=O)OC(C)(C)C)C)OC 2-[2-[2-[4-[[2-[(3R,4R)-3-(tert-butoxycarbonylamino)-4-fluoro-pyrrolidin-1-yl]-9-methyl-purin-6-yl]amino]-3-methoxy-pyrazol-1-yl]ethoxy]ethoxy]ethyl 4-methylbenzenesulfonate